Cl.NCC1(CCC1)NC(=O)C1=CN(CCS1)C1=C2C(=NC=C1)NC=C2C N-(1-(aminomethyl)cyclobutyl)-4-(3-methyl-1H-pyrrolo[2,3-b]pyridin-4-yl)-3,4-dihydro-2H-1,4-thiazine-6-carboxamide hydrochloride